(1R,5S)-tert-butyl 3-(8-fluoro-2-((hexahydro-1H-pyrrolizin-7a-yl)methoxy)-7-(2-methoxyphenyl)pyrido[4,3-d]pyrimidin-4-yl)-3,8-diazabicyclo[3.2.1]octane-8-carboxylate FC1=C(N=CC2=C1N=C(N=C2N2C[C@H]1CC[C@@H](C2)N1C(=O)OC(C)(C)C)OCC12CCCN2CCC1)C1=C(C=CC=C1)OC